(S)-N-(1-(3,4-dichlorophenyl)-2-(dimethylamino)ethyl)-4-(pyridin-2-yloxy)benzenesulfonamide ClC=1C=C(C=CC1Cl)[C@@H](CN(C)C)NS(=O)(=O)C1=CC=C(C=C1)OC1=NC=CC=C1